perfluoro-n-octanesulfonic amide FC(C(C(C(C(C(C(C(F)(F)F)(F)F)(F)F)(F)F)(F)F)(F)F)(F)F)(S(=O)(=O)N)F